FC=1C=C(C=C(C1)F)C1N(OCC1)C(=O)OC(C)(C)C tert-butyl 3-(3,5-difluorophenyl)-1,2-oxazolidine-2-carboxylate